COC1=CC=C(C=C1)CNC1=NN(C2=C1C=NC=C2NC(C(=O)ON2[C@H](CC[C@@H](C2)C)C=2C=CC1=C(N=CS1)C2)=O)COCC[Si](C)(C)C |r| [rac-(2R,5S)-2-(1,3-benzothiazol-5-yl)-5-methyl-1-piperidyl] 2-[[3-[(4-methoxyphenyl)methylamino]-1-(2-trimethylsilylethoxymethyl)pyrazolo[4,3-c]pyridin-7-yl]amino]-2-oxo-acetate